FC(OC=1C=NC(=NC1)N[C@@H]1C[C@H](CC1)NC1=NC=C(C=C1)N)F N2-((1S,3S)-3-((5-(difluoromethoxy)pyrimidin-2-yl)amino)cyclopentyl)pyridine-2,5-diamine